N,N'-(decane-1,10-diyldipyridin-1-yl-4-ylidene)-dioctan-1-amine C(CCCCCCCCCN1C=CC(C=C1)=NCCCCCCCC)N1C=CC(C=C1)=NCCCCCCCC